C1(CCCC1)N1N=C(C2=CC(=CC=C12)B1OC(C(O1)(C)C)(C)C)COC1=C(C=CC=C1)CC(=O)OCC ethyl 2-(2-((1-cyclopentyl-5-(4,4,5,5-tetramethyl-1,3,2-dioxaborolan-2-yl)-1H-indazol-3-yl)methoxy)phenyl)acetate